((7R)-7-Amino-2-azabicyclo[2.2.1]heptan-2-yl)(2-(1-(cyclopropylmethyl)-6-(3-fluoro-4-hydroxyphenyl)-1H-pyrrolo[2,3-b]pyridin-2-yl)-3-methylpyrazolo[1,5-a]pyridin-6-yl)methanone N[C@H]1C2N(CC1CC2)C(=O)C=2C=CC=1N(C2)N=C(C1C)C1=CC=2C(=NC(=CC2)C2=CC(=C(C=C2)O)F)N1CC1CC1